O[C@@H]1[C@@H]2[C@]3(CCC(C[C@H]3CC[C@H]2[C@@H]2CC[C@H](C(CO)=O)[C@]2(C1)C)=O)C 11b,21-Dihydroxy-5b-pregnane-3,20-dione